ClC=1C(=NC(=NC1)NC1=CC=C(CCS(=O)(=O)O)C=C1)NC1=C(C=CC=C1)S(N(C)C)(=O)=O.NCCC(CN1CCN(CC1)CC1=C(C=CC=C1)N1CCC(CC1)C)=O 4-amino-1-(4-(2-(4-methylpiperidine-1-yl)benzyl)piperazine-1-yl)butanone 4-((5-Chloro-4-((2-(N,N-dimethylsulfamoyl)phenyl)amino)pyrimidin-2-yl)amino)benzyl-methanesulfonate